3-[4-[1-(trifluoromethyl)cyclopropyl]phenyl]azetidine-1-carboxylic acid tert-butyl ester C(C)(C)(C)OC(=O)N1CC(C1)C1=CC=C(C=C1)C1(CC1)C(F)(F)F